N-(2-(4-benzylpiperidin-1-yl)ethyl)-5-(trifluoromethyl)-1H-indol-2-carboxamide C(C1=CC=CC=C1)C1CCN(CC1)CCNC(=O)C=1NC2=CC=C(C=C2C1)C(F)(F)F